(S)-2-((4-(3-(benzyloxy)isoquinolin-1-yl)piperazin-1-yl)methyl)-1-(oxetan-2-ylmethyl)-1H-benzo[d]imidazole-6-carboxylic acid C(C1=CC=CC=C1)OC=1N=C(C2=CC=CC=C2C1)N1CCN(CC1)CC1=NC2=C(N1C[C@H]1OCC1)C=C(C=C2)C(=O)O